C(#N)C=1C=C(NC1)C(=O)NC1=C(C=C(C=C1)N1CCN(CC1)CCF)N1CCC(CC1)C 4-Cyano-N-(4-(4-(2-fluoroethyl)piperazin-1-yl)-2-(4-methylpiperidin-1-yl)phenyl)-1H-pyrrole-2-carboxamide